(7S)-2-(((1-(4-fluorobenzyl)-1H-pyrazol-4-yl)methyl)amino)-7-(2-hydroxyethyl)-7,8-dihydropteridin-6(5H)-one FC1=CC=C(CN2N=CC(=C2)CNC2=NC=3N[C@H](C(NC3C=N2)=O)CCO)C=C1